BrC=1C=C(C=C(C1)Br)Cl 3,5-dibromo-1-chlorobenzene